OC1=CC=C(C=C1)C1(CC(OC2=CC=CC=C12)(C)C)C 4-(4'-hydroxyphenyl)-2,2,4-trimethyl-chromane